COC(CCS)=O.O(C1=CC=CC=C1)C1=CC=C(C=N1)NC=1C2=CNC=3N=CN=C(N(N1)C1CCN(CC1)C(C=C)=O)C32 1-(4-(3-((6-phenoxypyridin-3-yl)amino)-1,4,5,6,8-pentazaacenaphthylen-5(1H)-yl)piperidin-1-yl)prop-2-en-1-one methyl-3-mercaptopropanoate